tert-butyl (1-Benzoylpiperidin-4-yl)carbamate C(C1=CC=CC=C1)(=O)N1CCC(CC1)NC(OC(C)(C)C)=O